α-ethoxyethyl ether C(C)OC(C)OC(C)OCC